chloro-5'-methoxy-6-(4-methyl-8-oxo-4,7-diazaspiro[2.5]oct-7-yl)-[4,4'-bipyridine]-3-carboxylic acid ClC1=NC(=CC(=C1C(=O)O)C1=CC=NC=C1OC)N1CCN(C2(CC2)C1=O)C